p-(2-propynylamino)benzonitrile C(C#C)NC1=CC=C(C#N)C=C1